O=C1NC(CCC1NC1=CC(=C(C=C1)N1CCC(CC1)(OC)CC(=O)OC(C)(C)C)F)=O tert-butyl 2-(1-(4-((2,6-dioxopiperidin-3-yl)amino)-2-fluorophenyl)-4-methoxypiperidin-4-yl)acetate